FC(OC1=C(C=C(N)C=C1)CS(=O)(=O)C)F 4-(difluoromethoxy)-3-(methylsulfonylmethyl)aniline